CN\N=C\C=1N=NC(=CC1)C(F)(F)F (E)-3-((2-methylhydrazineylidene)methyl)-6-(trifluoromethyl)pyridazine